FC=1C=CC(=C(C1)C(C(=O)O)N1C=NC2=CC=C(C=C2C1=O)C1=CC=C(C=C1)C1CCN(CC1)C)OCOC 2-[5-Fluoro-2-(methoxymethoxy)phenyl]-2-[6-[4-(1-methyl-4-piperidinyl)phenyl]-4-oxo-quinazolin-3-yl]acetic acid